Cl.Cl.N[C@H](C(=O)OCC1=CC(=NC(=C1)Cl)Cl)CC=1C=NC(=NC1)N (2,6-Dichloropyridin-4-yl)methyl (S)-2-amino-3-(2-aminopyrimidin-5-yl)propanoate dihydrochloride